ClC1=C(C=CC=C1)[C@@H]1CC2(CCC2)CC[C@H]1C(=O)OC |r| rac-methyl (6R,7R)-6-(2-chlorophenyl)spiro[3.5]nonane-7-carboxylate